[S-2].[S-2].[Ti+4].[Li+] lithium-titanium-disulfide